(Z)-4-[(3S)-2-(3,3-difluoro-2,2-dimethylpropanoyl)-1,2-oxazolidin-3-yl]-N'-hydroxybenzene-1-formamidine FC(C(C(=O)N1OCC[C@H]1C1=CC=C(C=C1)/C(=N/O)/N)(C)C)F